N-[(4S,5S)-7-ethyl-4-(4-fluorophenyl)-3-methyl-6-oxo-1-phenyl-1H,4H,5H,6H,7H-pyrazolo[3,4-b]pyridin-5-yl]-[1,1'-biphenyl]-3-carboxamide C(C)N1C2=C([C@@H]([C@@H](C1=O)NC(=O)C=1C=C(C=CC1)C1=CC=CC=C1)C1=CC=C(C=C1)F)C(=NN2C2=CC=CC=C2)C